ClC1=C(C=CC=C1C=1C=C2C=NN(C2=CC1)CC1=NN(C=C1)C)C1C(NC(CC1)=O)=O 3-(2-chloro-3-(1-((1-methyl-1H-pyrazol-3-yl)methyl)-1H-indazol-5-yl)phenyl)piperidine-2,6-dione